BrC1=CC=C(C=C1)/C(=C/COC1=CC(=C(OCC(=O)OC)C=C1)C)/C1=CC=C(C=C1)I methyl (Z)-[4-[3-(4-bromophenyl)-3-(4-iodophenyl)allyloxy]-2-methylphenoxy]acetate